FC1(CN(CC1)C1=NC=CC(=C1NC(=O)C=1C=NC(=NC1)C(C)C)C1=C(C=C(C=C1)OC)F)F N-[2-(3,3-difluoropyrrolidin-1-yl)-4-(2-fluoro-4-methoxy-phenyl)-3-pyridyl]-2-isopropyl-pyrimidine-5-carboxamide